C1(CC1)C1=CC(=NN1)NC1=NC(=NC=C1)N(C1CCC(CC1)C(=O)OC)C methyl (1R,4R)-4-((4-((5-cyclopropyl-1H-pyrazol-3-yl)amino)pyrimidin-2-yl)(methyl)amino)cyclohexane-1-carboxylate